3-(3,4-dichlorophenyl)piperidine ClC=1C=C(C=CC1Cl)C1CNCCC1